C[C@H]1CC[C@H](CN1)NC=1C2=C(N=CN1)NC=C2C(=O)OCC ethyl 4-(((3R,6S)-6-methylpiperidin-3-yl) amino)-7H-pyrrolo[2,3-d]pyrimidine-5-carboxylate